7-chloro-1-ethyl-6-iodo-2-methyl-1,3-benzodiazole ClC1=C(C=CC2=C1N(C(=N2)C)CC)I